(S)-3-(4-((1-cyclopentyl-3-(3-(hydroxymethyl)phenyl)-1H-indazol-6-yl)methoxy)phenyl)butanoic acid C1(CCCC1)N1N=C(C2=CC=C(C=C12)COC1=CC=C(C=C1)[C@H](CC(=O)O)C)C1=CC(=CC=C1)CO